C1=CC=CC=2C3=CC=CC=C3C(C12)COC(=O)N[C@H](C(=O)NCCC(=O)O)CN (S)-3-(2-((((9H-fluoren-9-yl)methoxy)carbonyl)amino)-3-aminopropanamido)propanoic acid